COC(=O)C1COC=2N1C(C=C(C2C2=CC(=CC=C2)C(F)(F)F)CC2=CC=CC1=CC=CC=C21)=O Methyl-7-(naphthalen-1-ylmethyl)-5-oxo-8-(3-(trifluoromethyl)phenyl)-2,3-dihydro-5H-oxazolo[3,2-a]pyridine-3-carboxylate